Boc-4-(Fmoc-amino)-L-phenylalanine C(=O)(OC(C)(C)C)N[C@@H](CC1=CC=C(C=C1)NC(=O)OCC1C2=CC=CC=C2C2=CC=CC=C12)C(=O)O